(imidazole) trilithium [Li].[Li].[Li].N1C=NC=C1